C1(CC1)[C@H](C1=CC=2N(N=C1)C=C(N2)[C@@H](NC(=O)C2=NON=C2C)C2CCC(CC2)(F)F)N2C(N[C@@H](C2)C(C)C)=O N-[(S)-[7-[(R)-Cyclopropyl-[(4R)-4-isopropyl-2-oxo-imidazolidin-1-yl]methyl]imidazo[1,2-b]pyridazin-2-yl]-(4,4-difluorocyclohexyl)methyl]-4-methyl-1,2,5-oxadiazole-3-carboxamide